hexadecenesulfonic acid C(=CCCCCCCCCCCCCCC)S(=O)(=O)O